Pyridyl-hydroxyl-amine N1=C(C=CC=C1)NO